Isopropyl 2-(3-chloropyridin-2-yl)-5-oxo-pyrazolidine-3-carboxylate ClC=1C(=NC=CC1)N1NC(CC1C(=O)OC(C)C)=O